C(C)C(C(=O)O)(CCCCCCCCCCCCCCCC)I.NCCNC(CCCOC1=C(C=C(C(=C1)[N+](=O)[O-])CO)OC)=O N-(2-aminoethyl)-4-(4-(hydroxymethyl)-2-methoxy-5-nitrophenoxy)butyramide Ethyl-monoiodostearate